1,2,3,4-Tetrahydro-5-[4'-(α-D-mannopyranosyloxy)-3'-methylphenyl]-N-methyl-isoquinoline [C@H]1([C@@H](O)[C@@H](O)[C@H](O)[C@H](O1)CO)OC1=C(C=C(C=C1)C1=C2CCN(CC2=CC=C1)C)C